N1C=C(C2=CC=CC=C12)CCNS(=O)(=O)C1=CC=CC=C1 N-[2-(1H-Indol-3-yl)ethyl]benzenesulfonamide